C(C=C)(=O)N1CCN(CC1)C1=C(C(N(C2=NC(=C(C=C12)Cl)C1=CC(=C(C(=C1)F)F)N)C=1C(=NC=CC1C)C(C)C)=O)C#N 4-(4-acryloylpiperazin-1-yl)-7-(3-amino-4,5-difluorophenyl)-6-chloro-1-(2-isopropyl-4-methyl-pyridin-3-yl)-2-oxo-1,2-dihydro-1,8-naphthyridine-3-carbonitrile